Cl.NCC=1C=C(C=CC1)NC(C(C)C1=CC=2NC3=CC(=CC=C3C2C=C1)F)=O N-(3-(aminomethyl)phenyl)-2-(7-fluoro-9H-carbazol-2-yl)propanamide hydrochloride